N1(CCCN(CCCNCCC1)CC=1C(=C(C=C(C1)C)C(C(=O)N)(CO)CO)O)CC=1C(=C(C=C(C1)C)C(C(=O)N)(CO)CO)O {1,5,9-triazacyclododecane-1,5-diylbis[methylene(2-hydroxy-5-methyl-3,1-phenylene)]}bis[3-hydroxy-2-(hydroxymethyl)propanamide]